Quinuclidin-3-yl-4-phenylpiperazine N12CC(C(CC1)CC2)N2CCN(CC2)C2=CC=CC=C2